diisopropyl 2-cyano-2,3-dicyclopentylsuccinate C(#N)C(C(=O)OC(C)C)(C(C(=O)OC(C)C)C1CCCC1)C1CCCC1